C(C=C)(=O)O.C(C=C)(=O)O.C(C=C)(=O)O.C(O)C(CC)(CO)CO.C(O)C(CC)(CO)CO DI-trimethylolpropane triacrylate